O1CCN(CC1)[C@@H]1CC[C@H](CC1)NC=1C2=C(N=CN1)NC=C2C2=NC=1N(C=C2)N=CC1 N-(trans-4-morpholinocyclohexyl)-5-(pyrazolo[1,5-a]pyrimidin-5-yl)-7H-pyrrolo[2,3-d]pyrimidin-4-amine